C(C)C=1N=C2N(C=C(C=C2)C2CCNCC2)C1N(C1=NC(=NS1)C1=C(C#N)C=C(C=C1)F)C 2-{5-[(2-Ethyl-6-piperidin-4-yl-imidazo[1,2-a]pyridin-3-yl)-methyl-amino]-[1,2,4]thiadiazol-3-yl}-5-fluoro-benzonitrile